FC1=CC=C(C=C1)C=1OC(=NN1)C 2-(4-fluorophenyl)-5-methyl-1,3,4-oxadiazole